(3R,5S)-5-(aminomethyl)-1-methyl-3-pyrrolidinol NC[C@@H]1C[C@H](CN1C)O